2-chloro-4-((2-fluoro-3-methoxybenzyl)amino)pyrimidin-5-carboxamide ClC1=NC=C(C(=N1)NCC1=C(C(=CC=C1)OC)F)C(=O)N